ClC=1C=C(C=CC1F)NC(N(CCCO)[C@H](C)C1=NN(C(C2=CC(=C(C=C12)F)F)=O)C)=O (R)-3-(3-chloro-4-fluorophenyl)-1-(1-(6,7-difluoro-3-methyl-4-oxo-3,4-dihydrophthalazin-1-yl)ethyl)-1-(3-hydroxypropyl)urea